2-[[4,7-dimethyl-2-[[2-[2-oxo-3-(3-oxo-4H-pyrido[3,2-b][1,4]oxazin-6-yl)-1,3-oxazolidin-5-yl]ethylamino]methyl]-2,3-dihydro-1H-inden-5-yl]oxy]-N-methylacetamide CC1=C2CC(CC2=C(C=C1OCC(=O)NC)C)CNCCC1CN(C(O1)=O)C=1C=CC=2OCC(NC2N1)=O